4-[(6-bromo-5-fluoro-2-pyridyl)oxymethyl]-3-(2-oxoethyl)benzonitrile BrC1=C(C=CC(=N1)OCC1=C(C=C(C#N)C=C1)CC=O)F